C1(=CC=CC=C1)C(C(CSC1=CC(=CC(=C1)C)C)C1=CC=CC=C1)=O 1,2-diphenyl-3-(3,5-dimethylphenylsulfanyl)propan-1-one